FC1=C(OCC#N)C=CC(=C1F)C1=CN=C2N1C=CN=C2NC2=CC(=C(C=C2)C(=O)N2CCN(CC2)C(=O)[C@@H]2[C@H](CNCC2)O)C |r| 2-[2,3-difluoro-4-[8-[3-methyl-4-[4-[rac-(3R,4S)-3-hydroxypiperidine-4-carbonyl]piperazine-1-carbonyl]anilino]imidazo[1,2-a]pyrazin-3-yl]phenoxy]acetonitrile